CC=1C(=C(C=C(C1)C)O)C1=CC2=C(N=N1)N(CC2)[C@H]2CN(CCC2)C 3,5-dimethyl-2-[7-[(3R)-1-methyl-3-piperidyl]-5,6-dihydropyrrolo[2,3-c]pyridazin-3-yl]phenol